C1(CCCCC1)C(CC(=O)NCCCCCCCC1=CC(=CC=C1)C1=NC=2N(C(=C1)N1CCN(CC1)CCO)N=C(C2C2=CC=CC=C2)C)C2CCCCC2 3,3-dicyclohexyl-N-(7-(3-(7-(4-(2-hydroxyethyl)piperazin-1-yl)-2-methyl-3-phenylpyrazolo[1,5-a]pyrimidin-5-yl)phenyl)heptyl)propanamide